IC=1C=C(OC2=CC=C(C[C@H](N)C(=O)O)C=C2)C=C(C1O)I 3',5'-diiodo-L-thyronine